CC(=C)C[Si](C)(C)C 2-methyl-3-(trimethylsilyl)-1-propene